4-morpholino-2-[(2E)-2-(m-tolylmethylene)hydrazino]-N-tetrahydropyran-4-yl-furo[2,3-d]pyrimidine-6-carboxamide O1CCN(CC1)C=1C2=C(N=C(N1)N/N=C/C=1C=C(C=CC1)C)OC(=C2)C(=O)NC2CCOCC2